C(C1=CC=CC=C1)[C@H]1C(OC2(O1)CCCC2)C(=O)OC (21R,3S)-methyl 3-benzyl-1,4-dioxaspiro[4.4]nonane-2-carboxylate